[Si](C1=CC=CC=C1)(C1=CC=CC=C1)(C(C)(C)C)OC1(CN(CCOC1)C1=NC(=NC(=N1)Cl)Cl)C([2H])([2H])[2H] 6-((Tert-butyldiphenylsilyl)oxy)-4-(4,6-dichloro-1,3,5-triazin-2-yl)-6-(methyl-d3)-1,4-oxazepane